5-(cyclopropylmethoxy)-1,3,4-thiadiazol-2-amine C1(CC1)COC1=NN=C(S1)N